2-(4-(1-(benzo[d][1,3]dioxol-5-yl)ethyl)piperazin-1-yl)pyrimidine-5-carboxylic acid ethyl ester C(C)OC(=O)C=1C=NC(=NC1)N1CCN(CC1)C(C)C1=CC2=C(OCO2)C=C1